3,6-di-tert-butyl-9-(2-((tetrahydro-2H-pyran-2-yl)oxy)-3-(4,4,5,5-tetramethyl-1,3,2-dioxaborolan-2-yl)-5-(2,4,4-trimethylpent-2-yl)phenyl)-9H-carbazole C(C)(C)(C)C=1C=CC=2N(C3=CC=C(C=C3C2C1)C(C)(C)C)C1=C(C(=CC(=C1)C(C)(CC(C)(C)C)C)B1OC(C(O1)(C)C)(C)C)OC1OCCCC1